ClC1=C(N2CCCC2=C1C(NC1=CC(=C(C=C1)F)C#N)=O)C(C(=O)O)=O 2-(6-chloro-7-((3-cyano-4-fluorophenyl)carbamoyl)-2,3-dihydro-1H-pyrrolizin-5-yl)-2-oxoacetic acid